4-(3-(5-Fluoro-6-methylpyridin-2-yl)-1-methyl-1H-pyrazol-4-yl)-6-methyl-1H-pyrazolo[3,4-b]pyridine FC=1C=CC(=NC1C)C1=NN(C=C1C1=C2C(=NC(=C1)C)NN=C2)C